5-bromo-2-methylisoindoline-1,3-dione BrC=1C=C2C(N(C(C2=CC1)=O)C)=O